OC1(CC2CCC(C1)O2)C(=O)O 3-hydroxy-8-oxabicyclo[3.2.1]octane-3-carboxylic acid